2-(1-((2-(3,5-dichloro-phenyl)-6-((2-(6-fluoro-4-methyl-1,4-diazepan-1-yl)pyrimidin-5-yl)oxy)pyridin-4-yl)methyl)piperidin-4-yl)acetic acid ClC=1C=C(C=C(C1)Cl)C1=NC(=CC(=C1)CN1CCC(CC1)CC(=O)O)OC=1C=NC(=NC1)N1CCN(CC(C1)F)C